P(=O)(OC(C)(C)C)(OC(C)(C)C)OCN1C=C(C2=CC=CC=C12)CCN(C)C Di-tert-butyl ((3-(2-(dimeth-ylamino)ethyl)-1H-indol-1-yl)methyl) phosphate